COOC(CCCCCCCCC)C=CCCCCC heptenyl-decyloxy methyl ether